ONCC1=CC(=C(NC2=C(C=C(C=C2)N2CCCCC2)C)C=C1)C 4-((hydroxyamino)methyl)-2-methyl-N-(2-methyl-4-(piperidin-1-yl)phenyl)aniline